FC1CN(CCC1NC)C1=C(C=CC=2N(C(N(C21)C)=O)C2C(NC(CC2)=O)=O)OC 3-[4-[3-fluoro-4-(methylamino)-1-piperidinyl]-5-methoxy-3-methyl-2-oxo-benzimidazol-1-yl]piperidine-2,6-dione